CN1C(C2=C(C=C1)C=CN2)=O 6-methyl-1,6-dihydro-7H-pyrrolo[2,3-c]pyridin-7-one